2-amino-4-(hydroxymethyl)-N-(1-methyl-1H-pyrazol-4-yl)-N-((5-(trifluoromethyl)pyridin-2-yl)methyl)quinoline-6-carboxamide NC1=NC2=CC=C(C=C2C(=C1)CO)C(=O)N(CC1=NC=C(C=C1)C(F)(F)F)C=1C=NN(C1)C